CONC(=O)C=1N(C=CN1)CC=1SC(=CC1)C1=NOC(=N1)C(F)(F)F N-methoxy-1-[[5-[5-(trifluoromethyl)-1,2,4-oxadiazol-3-yl]-2-thienyl]methyl]imidazole-2-carboxamide